[Si]([O-])([O-])([O-])[O-].[Fe+2].[Al+3] aluminum-iron silicate